methyl 5-(3-amino-4-methoxy-phenyl)-1-((2-(trimethylsilyl)ethoxy)methyl)-1H-imidazole-4-carboxylate NC=1C=C(C=CC1OC)C1=C(N=CN1COCC[Si](C)(C)C)C(=O)OC